NC1=CC2=C(N(C(N2C)=O)C)C=C1 5-amino-1,3-dimethyl-benzimidazol-2-one